N1C(=NC=C1)NC(=O)C=1NC=C(C1)C1=NC(=NC=C1C(F)(F)F)NC1CNCCC1 N-(1H-imidazol-2-yl)-4-{2-[(piperidin-3-yl)amino]-5-(trifluoromethyl)pyrimidin-4-yl}-1H-pyrrol-2-carboxamide